6-(3,4-Dimethylphenyl)-N-[2-[ethyl(2-hydroxyethyl)amino]-1-phenylethyl]-4-oxo-5H-pyrazolo-[1,5-a]pyrazine-2-carboxamide CC=1C=C(C=CC1C)C=1NC(C=2N(C1)N=C(C2)C(=O)NC(CN(CCO)CC)C2=CC=CC=C2)=O